CC=1C=C(C=C(C1O)C)C1=CC(=C(C(=C1)C)O)C 3,3',5,5'-tetramethyl-4,4'-dihydroxy-1,1'-biphenyl